ClC1=NC(=C(C(=N1)C(=O)OC)OC)C1=C2C=NN(C2=CC=C1C)C1OCCCC1 methyl 2-chloro-5-methoxy-6-(5-methyl-1-tetrahydropyran-2-yl-indazol-4-yl)pyrimidine-4-carboxylate